(1H-pyrazol-5-yl)ethan-1-amine N1N=CC=C1C(C)N